BrC1=CC=C2C=C(NC2=C1)C(=O)NC1CCC1 6-Bromo-N-cyclobutyl-1H-indole-2-carboxamide